9-[4-(Dimethylamino)-N-{8-oxo-8-[(3-pentyloctyl)oxy]octyl}butanamido]-2,2-difluorononadecanoic acid CN(CCCC(=O)N(CCCCCCCC(OCCC(CCCCC)CCCCC)=O)C(CCCCCCC(C(=O)O)(F)F)CCCCCCCCCC)C